N1CCC(CC1)CN1CCC2(CNC2)CC1 7-(piperidin-4-ylmethyl)-2,7-diazaspiro[3.5]nonane